(2R)-2-(((2S,5R)-2-carbamoyl-4-methyl-7-oxo-1,6-diazabicyclo[3.2.1]Oct-3-en-6-yl)oxy)-2-fluoroacetic acid lithium salt [Li+].C(N)(=O)[C@H]1N2C(N([C@H](C(=C1)C)C2)O[C@@H](C(=O)[O-])F)=O